BrC=1C(=NC=2N(C1)C=C(N2)C(=O)O)O 6-bromo-7-hydroxyimidazo[1,2-a]pyrimidine-2-carboxylic acid